NC(C)C=1C=C(C=C2C(=C(C(=NC12)C1CCOCC1)C)C#N)Cl 8-(1-aminoethyl)-6-chloro-3-methyl-2-(tetrahydro-2H-pyran-4-yl)quinoline-4-carbonitrile